NCC(C1=CC(=C(C=C1)F)F)NC(OC(C)(C)C)=O tert-butyl N-[2-amino-1-(3,4-difluorophenyl)ethyl]carbamate